C(C1=CC=CC=C1)OC(=O)N1CCC(CC1)N1C[C@H]([C@@H](C1)OC)NC(=O)OC(C)(C)C 4-[(3R,4R)-3-(tert-butoxycarbonylamino)-4-methoxy-pyrrolidin-1-yl]piperidine-1-carboxylic acid benzyl ester